3-methylpyridine-4-carbonitrile CC=1C=NC=CC1C#N